6-acetyl-N-(1-methylindazol-7-yl)pyridine-3-sulfonamide C(C)(=O)C1=CC=C(C=N1)S(=O)(=O)NC=1C=CC=C2C=NN(C12)C